CC1(CN(CC1)C([C@H](CC(=O)O)NC(=O)OCC1C2=CC=CC=C2C=2C=CC=CC12)=O)C (3S)-4-(3,3-dimethylpyrrolidin-1-yl)-3-(9H-fluoren-9-ylmethoxycarbonylamino)-4-oxobutanoic acid